3-(5-(2-fluorophenyl)-1H-imidazol-2-yl)-1H-indazole-5-carboxylic acid FC1=C(C=CC=C1)C1=CN=C(N1)C1=NNC2=CC=C(C=C12)C(=O)O